2',4'-dihydrospiro[cyclopropane-1,3'-pyrazino[1,2-b]indazole]-1'-one C1(NC2(CN3N=C4C=CC=CC4=C31)CC2)=O